3-methacryloyloxy-propyl-methyl-dimethoxy-silane C(C(=C)C)(=O)OCCC[Si](OC)(OC)C